N-ethyl-2-piperazinylmethylamine C(C)NCC1NCCNC1